ClC1=C2C=C(NC2=CC=C1)C(=O)N1CCC2NN3CC4(N(CC3C2C1)C)CC4 12'-(4-chloro-1H-indole-2-carbonyl)-4'-methyl-4',7',8',12'-tetraazaspiro[cyclopropane-1,5'-tricyclo[7.4.0.02,7]tridecane]